(4'-cyclohexyl-2-fluoro-[1,1'-biphenyl]-4-sulfonylamino)-3-methoxybenzoate C1(CCCCC1)C1=CC=C(C=C1)C1=C(C=C(C=C1)S(=O)(=O)NC1=C(C(=O)[O-])C=CC=C1OC)F